5'-(4-chlorophenoxy)spiro[cyclopropane-1,2'-indene]-1'(3'H)-one ClC1=CC=C(OC=2C=C3CC4(C(C3=CC2)=O)CC4)C=C1